ClC1=CC=C(C=C1)C1=N[C@H](C=2N(C3=C1C=C(C=C3)SC3=CC=CC=C3)C(=NN2)C)CC(=O)NCC 2-((4S)-6-(4-chlorophenyl)-1-methyl-8-(phenylthio)-4H-benzo[f][1,2,4]triazolo[4,3-a][1,4]diazepin-4-yl)-N-ethylacetamide